NC1=NC=CC(=C1)NC1=C(N=NC(=C1)C1=C(C=CC(=C1)Cl)F)OCCO 2-({4-[(2-aminopyridin-4-yl)amino]-6-(5-chloro-2-fluorophenyl)pyridazin-3-yl}oxy)ethan-1-ol